C(N)(=N)NS(O)(=O)=O N-carbamimidoylsulfamic acid